Quinoline-4,4-d2 N1=CCC(C2=CC=CC=C12)([2H])[2H]